CC(C)(C#CC(C)(OOC(C)(C)C)C)OOC(C)(C)C 2,5-dimethyl-2,5-bis(tert-butylperoxy)hexyn